N-butyl-N'-ethylphenyl-urea C(CCC)N(C(=O)NCC)C1=CC=CC=C1